trans-8'-Bromo-7'-fluoro-3'-methyl-3-(pyridin-2-yl)spiro[cyclobutane-1,1'-pyrrolo[2,3-c]quinolin]-2'(3'H)-one BrC1=CC=2C3=C(C=NC2C=C1F)N(C(C31CC(C1)C1=NC=CC=C1)=O)C